2'-Fluoro-N4-{[1-(methoxymethyl)cyclopentyl]methyl}-N4-methyl-5'-(trifluoromethyl)[2,3'-bipyridin]-4,5,6-triamine FC1=NC=C(C=C1C1=NC(=C(C(=C1)N(C)CC1(CCCC1)COC)N)N)C(F)(F)F